N-(4-(1-(2-((tetrahydro-2H-pyran-2-yl)oxy)ethyl)-1H-1,2,3-triazol-4-yl)benzyl)methacrylamide zirconium(IV) oleate C(CCCCCCC\C=C/CCCCCCCC)(=O)[O-].[Zr+4].O1C(CCCC1)OCCN1N=NC(=C1)C1=CC=C(CNC(C(=C)C)=O)C=C1.C(CCCCCCC\C=C/CCCCCCCC)(=O)[O-].C(CCCCCCC\C=C/CCCCCCCC)(=O)[O-].C(CCCCCCC\C=C/CCCCCCCC)(=O)[O-]